4-(2,6-difluoro-4-(3-(3-hydroxy-2,2-dimethylpropyl)thioureido)phenoxy)-1-((2-(Trimethylsilyl)ethoxy)methyl)-1H-pyrrole FC1=C(OC=2C=CN(C2)COCC[Si](C)(C)C)C(=CC(=C1)NC(=S)NCC(CO)(C)C)F